[Al+2].C1(=CC=CC=C1)C1=CC=C(C=C1)O 4-phenylphenol aluminum (ii)